(1R,2R,3aS,10aR)-1-[(1E,3ξ)-4,4-difluoro-3-hydroxy-4-phenyl-1-buten-1-yl]-2-hydroxy-5-methyl-2,3,3a,9,10,10a-hexahydro-1H-benzo[b]cyclopenta[f]oxepin-6-carboxylic acid FC(C(/C=C/[C@H]1[C@@H](C[C@H]2[C@@H]1CCC1=C(O2)C(=C(C=C1)C(=O)O)C)O)O)(C1=CC=CC=C1)F